4-Cyclohexyl-N-iso-pentyl-2-methoxy-1H-imidazole-1-carboxamide C1(CCCCC1)C=1N=C(N(C1)C(=O)NCCC(C)C)OC